C(C)OCC1=NC(=C(C(=C1C(=O)N)O)C1=C(C=C(C=C1)F)C)C 2-(ethoxymethyl)-5-(4-fluoro-2-methylphenyl)-4-hydroxy-6-methylpyridine-3-carboxamide